C1(=CC=CC=C1)S(=O)(=O)OC(C(C(C)OC(C1=CC=CC=C1)=O)C)CC(C)C 3,6-dimethyl-2,4-heptanediol benzoate benzenesulfonate